Ethylferulate C(C)OC(\C=C\C1=CC(OC)=C(O)C=C1)=O